(R)-3-(2-(benzofuran-6-yl)ethyl)-1-(2-(pyridin-2-yl)propan-2-yl)pyrrolidine-3-carbonitrile O1C=CC2=C1C=C(C=C2)CC[C@@]2(CN(CC2)C(C)(C)C2=NC=CC=C2)C#N